C(#N)[C@H](C[C@H]1C(NCC1)=O)NC(=O)[C@@H]1[C@H]2C([C@H]2CN1C(COC1=CC=C(C=C1)OC(F)(F)F)=O)(C)C (1R,2S,5S)-N-((S)-1-Cyano-2-((S)-2-oxopyrrolidin-3-yl)ethyl)-6,6-dimethyl-3-(2-(4-(trifluoromethoxy)phenoxy)acetyl)-3-azabicyclo[3.1.0]hexane-2-carboxamide